2-amino-6-[(2-cyanophenyl)methyl]-3-methyl-benzoimidazole-4-carbonitrile NC=1N(C2=C(N1)C=C(C=C2C#N)CC2=C(C=CC=C2)C#N)C